CC=1C(NN=C(C1)N1N=CC=C1)=O Methyl-6-pyrazol-1-ylpyridazin-3-one